methyl 2-(5-(2-carbamoyl-6-(trifluoromethoxy)-1H-indol-1-yl)benzofuran-3-yl)acetate C(N)(=O)C=1N(C2=CC(=CC=C2C1)OC(F)(F)F)C=1C=CC2=C(C(=CO2)CC(=O)OC)C1